CC(C)[O-].CC(C)[O-].CC(C)[O-].CC(C)[O-].[Ti+4] titanium(4+) tetrakis(propan-2-olate)